cyclobutyl (3R,4S)-3-(5-{4-amino-5-[(4,4-difluoropiperidin-1-yl)methyl]pyrrolo[2,1-f][1,2,4]triazin-7-yl}-2-methoxypyridine-3-amido)-4-fluoropyrrolidine-1-carboxylate NC1=NC=NN2C1=C(C=C2C=2C=C(C(=NC2)OC)C(=O)N[C@@H]2CN(C[C@@H]2F)C(=O)OC2CCC2)CN2CCC(CC2)(F)F